2-((1-(3-amino-6-(2-hydroxyphenyl)pyridazin-4-yl)-4-phenylpiperidin-4-yl)oxy)-N-(1-benzylpiperidin-4-yl)acetamide NC=1N=NC(=CC1N1CCC(CC1)(C1=CC=CC=C1)OCC(=O)NC1CCN(CC1)CC1=CC=CC=C1)C1=C(C=CC=C1)O